1-(1-(1-methylpiperidin-4-yl)-1H-indol-5-yl)dihydropyrimidine-2,4(1H,3H)-dione CN1CCC(CC1)N1C=CC2=CC(=CC=C12)N1C(NC(CC1)=O)=O